FC1=C(C=C(C(=C1)NCC#C)OC)P(C)(C)=O (2-fluoro-5-methoxy-4-(prop-2-yn-1-yl-amino)phenyl)dimethylphosphine oxide